CN1C(C2=C(C=CC=C2C(C1=O)(C[Se]C#N)C)C)=O 2,4,8-trimethyl-4-(selenocyanatomethyl)isoquinoline-1,3(2H,4H)-dione